BrC=1N=C(N(N1)C1=NC=C(C=N1)OCC(F)(F)F)C(C)NC(C1=CC(=CC(=C1)C(F)(F)F)C1(CC1)C#N)=O N-[1-[5-bromo-2-[5-(2,2,2-trifluoroethoxy)pyrimidin-2-yl]-1,2,4-triazol-3-yl]ethyl]-3-(1-cyanocyclopropyl)-5-(trifluoromethyl)benzamide